1-(2-Hydroxy-4-methoxyphenyl)-3-phenylprop-2-en-1-one OC1=C(C=CC(=C1)OC)C(C=CC1=CC=CC=C1)=O